ClC=1C=CC=C2C=C(NC12)C(=O)N[C@H](C(=O)N[C@H](CO)C[C@H]1C(NCC1)=O)C[Si](C)(C)C 7-Chloro-N-((R)-1-(((S)-1-hydroxy-3-((S)-2-oxopyrrolidin-3-yl)propan-2-yl)amino)-1-oxo-3-(trimethylsilyl)propan-2-yl)-1H-indole-2-carboxamide